C(C)N(CCNC(=O)C1CCN(CC1)C1=C2C=CC=NC2=C(C=C1)C#N)C 1-(8-Cyano-quinolin-5-yl)-piperidine-4-carboxylic acid [2-(ethylmethyl-amino)-ethyl]-amide